(S)-1-decyne C#CCCCCCCCC